(S)-N-((6-(2-chloro-3-fluorophenyl)-4-((3-(trifluoromethyl)-phenyl)sulfonyl)-3,4-dihydro-2H-benzo[b][1,4]oxazin-2-yl)methyl)-2-cyclopropyl-2-oxoacetamide ClC1=C(C=CC=C1F)C1=CC2=C(O[C@H](CN2S(=O)(=O)C2=CC(=CC=C2)C(F)(F)F)CNC(C(=O)C2CC2)=O)C=C1